OC(C(=O)N)CCCNC(CNC=1SC2=C(N1)C(=CC=C2)OC)=O hydroxy-5-(2-((4-methoxybenzo[d]thiazol-2-yl)amino)acetamido)pentanamide